CC1=CC=C(C=C1)S(=O)(=O)O[C@H]1COCC1 [(3R)-tetrahydrofuran-3-yl] 4-methylbenzenesulfonate